dimethyl-phenyl-(4-methoxybenzyl)ammonium hexafluoroantimonate F[Sb-](F)(F)(F)(F)F.C[N+](CC1=CC=C(C=C1)OC)(C1=CC=CC=C1)C